CN(CC(=O)N1CCC(CC1)C1=CN=C(S1)C1=NNC(=C1C(C)C)C=1C=C(C=2N(C1)N=CN2)OC)C 2-(dimethylamino)-1-(4-(2-(4-isopropyl-5-(8-methoxy-[1,2,4]triazolo[1,5-a]pyridin-6-yl)-1H-pyrazol-3-yl)thiazol-5-yl)piperidin-1-yl)ethan-1-one